3-(N,N-dimethylamino)propoxyphenylboronic acid CN(C)CCCOC1=C(C=CC=C1)B(O)O